COC1=CC=C(C=C1)NC1CCCC2=CC=CC=C12 N-(4-methoxyphenyl)tetralin-1-amine